CNCCCCCCN([Si](C)(C)C)C N,N'-dimethyl-N'-trimethylsilyl-1,6-Diaminohexane